ClC1=NC=C2C(=C(C(N(C2=C1)C1CCCC1)=O)C(=C)OCC)C 7-chloro-1-cyclopentyl-3-(1-ethoxyvinyl)-4-methyl-1,6-naphthyridin-2-one